ClC1=CC=2NC(=CC2S1)C(=O)N(C)[C@H]1COC(C=2NC(C=3C=C(C(=CC3C21)F)F)=O)=O (R)-2-chloro-N-(8,9-difluoro-4,6-dioxo-1,4,5,6-tetrahydro-2H-pyrano[3,4-c]isoquinolin-1-yl)-N-methyl-4H-thieno[3,2-b]pyrrole-5-carboxamide